ClC=1C=C(C2=C(N=C(O2)N2CC3COCC(C2)N3C(=O)OC(C)(C)C)C1C(F)(F)F)C1=NC=CC=C1 tert-Butyl 7-(5-chloro-7-(pyridin-2-yl)-4-(trifluoromethyl)benzo[d]oxazol-2-yl)-3-oxa-7,9-diazabicyclo[3.3.1]nonane-9-carboxylate